[Mo].[S].[Fe] iron sulfur molybdenum